FC1=C2CN(CC2=CC(=C1)F)C(=O)NC1=CC=C(C=C1)C1CCC(CC1)C(NC)=O 4,6-difluoro-N-(4-((1r,4r)-4-(methylcarbamoyl)cyclohexyl)phenyl)isoindoline-2-carboxamide